1-(4-(3,4-dichlorophenyl)-5-(isopropylsulfanyl)thiazol-2-yl)-3-methyl-4-(3-methylisothiazol-5-yl)-1H-pyrazole-5-carboxylic acid ClC=1C=C(C=CC1Cl)C=1N=C(SC1SC(C)C)N1N=C(C(=C1C(=O)O)C1=CC(=NS1)C)C